N[C@@H](CCCCN)C(=O)N[C@@H](C)C(=O)N[C@@H](C)C(=O)N[C@@H](C)C(=O)O L-lysyl-L-alanyl-L-alanyl-L-alanine